(3-amino-6-(methylsulfonyl)-4,5,6,7-tetrahydropyrazolo[3,4-c]pyridin-2-yl)((R*)-6-ethyl-8-methyl-1,2,3,4-tetrahydroquinolin-4-yl)methanone NC=1N(N=C2CN(CCC21)S(=O)(=O)C)C(=O)[C@@H]2CCNC1=C(C=C(C=C21)CC)C |o1:16|